4,6-heptadienol C(CCC=CC=C)O